C1(CC1)[C@@H](CC)N1N=CC(=C1)C=1C=2N(C=C(N1)C=1C=NN(C1)C[C@H](CO)O)N=CC2 (R)-3-(4-(4-(1-((R)-1-cyclopropylpropyl)-1H-pyrazol-4-yl)pyrazolo[1,5-a]pyrazin-6-yl)-1H-pyrazol-1-yl)propane-1,2-diol